(5-((5-fluoro-2'-(1-hydroxyethyl)-[1,1'-biphenyl]-2-yl) oxy) pyrimidin-4-yl)-2,6-diazaspiro[3.3]heptane-2-carboxylate FC=1C=CC(=C(C1)C1=C(C=CC=C1)C(C)O)OC=1C(=NC=NC1)OC(=O)N1CC2(C1)CNC2